N-(5-(2,6-Difluoro-4-methoxyphenyl)-1-methyl-2-(6-methyl-4-((tetrahydrofuran-2-yl)methoxy)pyridin-2-yl)-3-oxo-2,3-dihydro-1H-pyrazol-4-yl)-4-(difluoromethoxy)benzamide FC1=C(C(=CC(=C1)OC)F)C1=C(C(N(N1C)C1=NC(=CC(=C1)OCC1OCCC1)C)=O)NC(C1=CC=C(C=C1)OC(F)F)=O